4-Chloro-6-(methylthio)-2-phenylpyrimidine-5-carbonitrile ClC1=NC(=NC(=C1C#N)SC)C1=CC=CC=C1